tert-butyl 4-bromo-1,1-dimethyl-3-oxo-isoindoline-2-carboxylate BrC1=C2C(N(C(C2=CC=C1)(C)C)C(=O)OC(C)(C)C)=O